4-(1-(2',5'-Dimethoxy-[1,1-biphenyl]-4-yl)-1H-1,2,3-triazol-4-yl)picolinic acid COC1=C(C=C(C=C1)OC)C1=CC=C(C=C1)N1N=NC(=C1)C1=CC(=NC=C1)C(=O)O